4-(isoxazol-4-yl)cyclohexanecarbamic acid tert-butyl ester C(C)(C)(C)OC(NC1CCC(CC1)C=1C=NOC1)=O